7-chloro-1-methyl-5-phenyl-1,3-dihydro-2H-1,4-benzodiazepin-2-one ClC=1C=CC2=C(C(=NCC(N2C)=O)C2=CC=CC=C2)C1